O=C1N(CC1)C1=CC=C(C=C1)N1CC(=CC=C1)C(=O)N 1-[4-(2-oxoazetidin-1-yl)phenyl]pyridine-3-carboxamide